CC1=CC(=NC(=N1)N1CC(C1)S(=O)(=O)C)N1CC2(C=3C=NC(=CC31)NC(C)=O)CC2 N-(1'-(6-methyl-2-(3-(methylsulfonyl)azetidin-1-yl)pyrimidin-4-yl)-1',2'-dihydrospiro[cyclopropane-1,3'-pyrrolo[3,2-c]pyridin]-6'-yl)acetamide